4,4-dimethyl-1-[[4-[5-(trifluoromethyl)-1,2,4-oxadiazol-3-yl]-phenyl]ethyl]pyrrolidin-2-one CC1(CC(N(C1)CCC1=CC=C(C=C1)C1=NOC(=N1)C(F)(F)F)=O)C